6-amino-5-(3-hydroxy-2,6-dimethylphenyl)-3-methyl-4-oxo-4,5-dihydrothieno[3,2-c]pyridine-7-carboxamide NC1=C(C2=C(C(N1C1=C(C(=CC=C1C)O)C)=O)C(=CS2)C)C(=O)N